(1R,4S)-1-(2-chloro-5-fluorophenyl)-8-(3-fluoro-5-(trifluoromethyl)benzamido)-N,4-dimethyl-3-oxo-1,2,3,4-tetrahydropyrrolo[1,2-a]pyrazine-6-carboxamide ClC1=C(C=C(C=C1)F)[C@@H]1C=2N([C@H](C(N1)=O)C)C(=CC2NC(C2=CC(=CC(=C2)C(F)(F)F)F)=O)C(=O)NC